BrC1=C(C=C(C=C1)CC(C)(O)C)F 1-(4-bromo-3-fluoro-phenyl)-2-methyl-propan-2-ol